C1=CC=C(C=C1)C(CCCl)O (-)-3-chloro-1-phenyl-1-propanol